tert-butyl (R)-3-((7-(8-chloronaphthalen-1-yl)-8-fluoro-2-(((S)-1-methylpyrrolidin-2-yl)methoxy)pyrido[4,3-d]pyrimidin-4-yl)(methyl)amino)pyrrolidine-1-carboxylate ClC=1C=CC=C2C=CC=C(C12)C1=C(C=2N=C(N=C(C2C=N1)N([C@H]1CN(CC1)C(=O)OC(C)(C)C)C)OC[C@H]1N(CCC1)C)F